C(C)(C)(C)OC(=O)N1CC2(CC2)CC(C1)(C1=CNC2=NC=CC=C21)O tert-butyl-7-hydroxy-7-(1H-pyrrolo[2,3-b]pyridin-3-yl)-5-aza-spiro[2.5]octane-5-carboxylate